C12(CC3CC(CC(C1)C3)C2)NCCCCCCCSC2=C3C(N(C(C3=CC=C2F)=O)C2C(NC(CC2)=O)=O)=O 4-((7-((adamantan-1-yl)amino)heptyl)thio)-2-(2,6-dioxopiperidin-3-yl)-5-fluoroisoindoline-1,3-dione